CC=1OC=C(CC1O)O 2-methyl-3,5-dihydroxy-4H-pyran